C1=CC=CC=2C3=CC=CC=C3OP(C12)(CCC(=O)[O-])=O 9,10-dihydro-9-oxa-10-phosphaphenanthrene-10-propionate 10-oxide